CN(CC=CC(=O)N1CCN(CC1)C1(CC=NC=C1F)C=1C(=C(CN2C(=NOC2C2(CC2)C)C(=O)N)C=CC1)C)C 4-(3-(4-(4-(4-(dimethylamino)but-2-enoyl)piperazin-1-yl)-5-fluoropyridin-4-yl)-2-methylbenzyl)-5-(1-methylcyclopropyl)-1,2,4-oxadiazole-3-carboxamide